[Rh+].C12=CC=C(CC1)C2.C21=CC=C(CC2)C1 bis(norbornadiene)-rhodium(I) salt